CCCCCC/C=C\CCCCCCCC(=O)O[C@H](COC(=O)CCCCCCC/C=C\C/C=C\CCCCC)COP(=O)(O)OC[C@@H](C(=O)O)N 1-(9Z,12Z-octadecadienoyl)-2-(9Z-hexadecenoyl)-glycero-3-phosphoserine